(2R,4R)-4-acetoxy-2-(5-((-)-1-(3-cyanophenyl)-3-cyclopropyl-1-((R)-1,1-dimethylethylsulfinamido)propyl)-2-fluorophenylcarbamoyl)pyrrolidine-1-carboxylic acid tert-butyl ester C(C)(C)(C)OC(=O)N1[C@H](C[C@H](C1)OC(C)=O)C(NC1=C(C=CC(=C1)C(CCC1CC1)(N[S@](=O)C(C)(C)C)C1=CC(=CC=C1)C#N)F)=O